(S)-3-(4-((2,3-dihydrobenzo[b][1,4]dioxin-2-yl)methyl)piperazin-1-yl)-5-(methoxymethyl)-1,2,4-oxadiazole O1C2=C(OC[C@@H]1CN1CCN(CC1)C1=NOC(=N1)COC)C=CC=C2